C1C[C@@H]([C@@H](C[C@H]1C(=O)O)O)O The molecule is a hydroxy monocarboxylic acid. It derives from a cyclohexanecarboxylic acid. It is a conjugate acid of a (1S,3R,4S)-3,4-dihydroxycyclohexane-1-carboxylate.